(1R,2S,5S)-N-[cyano(1,6-naphthyridin-8-yl)methyl]-3-[(2S)-3,3-dimethyl-2-(propanoylamino)butanoyl]-6,6-dimethyl-3-azabicyclo[3.1.0]hexane-2-carboxamide C(#N)C(NC(=O)[C@@H]1[C@H]2C([C@H]2CN1C([C@H](C(C)(C)C)NC(CC)=O)=O)(C)C)C=1C=NC=C2C=CC=NC12